tris(hydroxyphenyl)ethane OC1=C(C=CC=C1)C(C)(C1=C(C=CC=C1)O)C1=C(C=CC=C1)O